(2S)-1-[tert-butyl-(dimethyl)silyl]-4-oxoazetidine-2-carboxylic acid C(C)(C)(C)[Si](N1[C@@H](CC1=O)C(=O)O)(C)C